5-[3-(pentafluoro-λ6-sulfanyl)-5-{[(1S)-1-(piperidin-4-yl)ethyl]amino}phenyl]-1,3,4-oxadiazol-2(3H)-one FS(C=1C=C(C=C(C1)N[C@@H](C)C1CCNCC1)C1=NNC(O1)=O)(F)(F)(F)F